ClC1=C(C=C(OCCCC2C=C(C=C2C(=O)O)N(C=2C=C(C=CC2)C)CC2=CC(=CC=C2)Cl)C=C1C)C 5-(3-(4-chloro-3,5-dimethylphenoxy)propyl)-3-((3-chlorobenzyl)(m-tolyl)amino)cyclopenta-1,3-diene-1-carboxylic acid